PHENYLTRIAZINE C1=CC=C(C=C1)C2=NN=NC=C2